tert-Butyl N-[(3-bromo-6-fluoro-2-hydroxyphenyl)methyl]carbamate BrC=1C(=C(C(=CC1)F)CNC(OC(C)(C)C)=O)O